N(=[N+]=[N-])C1C[C@@H]2[C@@H](CN(C2)C(=O)OC(C)(C)C)C1 tert-Butyl (3aR,5s,6aS)-5-azido-3,3a,4,5,6,6a-hexahydro-1H-cyclopenta[c]pyrrole-2-carboxylate